F[C@@H]1CN(CC[C@H]1OC1=C2C(=NC=NC2=CC(=C1)C=1C=NN(C1)C)NC=1C(=C2C=CC=NC2=CC1)F)C |r| trans-rac-5-((3-fluoro-1-methylpiperidin-4-yl)oxy)-N-(5-fluoroquinolin-6-yl)-7-(1-methyl-1H-pyrazol-4-yl)quinazolin-4-amine